methyl 2-[4-(4-piperidylmethyl)piperazin-1-yl]acetate N1CCC(CC1)CN1CCN(CC1)CC(=O)OC